[(3-bromo-6-chloro-2-fluorophenyl)methyl]dimethylamine BrC=1C(=C(C(=CC1)Cl)CN(C)C)F